tert-butyl 7-(1-hydroxyethyl)-1H-benzo[d]imidazole-1-carboxylate OC(C)C1=CC=CC2=C1N(C=N2)C(=O)OC(C)(C)C